CC(C)=CCC\C(\C)=C\C\C=C(/C)\C=C TRANS-TRANS-ALPHA-FARNESENE